1-(tert-butyl) 2-methyl (2S,4R)-4-isopropylpyrrolidine-1,2-dicarboxylate C(C)(C)[C@H]1C[C@H](N(C1)C(=O)OC(C)(C)C)C(=O)OC